BrC1=CC=C(C=N1)C(CCC(=O)NC1CC1)C(F)(F)F 4-(6-bromopyridin-3-yl)-N-cyclopropyl-5,5,5-trifluoropentanamide